1-(piperidin-3-yl)-1,3-dihydro-2H-benzo[d]Imidazol-2-one N1CC(CCC1)N1C(NC2=C1C=CC=C2)=O